C1(CCCC1)NC(OC1CCCC1)=O cyclopentyl cyclopentylcarbamate